B([O-])([O-])[O-].FC1=C(C(=C(C(C(=O)O)=C1)C(=O)O)F)F.[Na+].[Na+].[Na+] sodium difluoro(4-fluorophthalic acid) borate